COC1=CC=C(C=C1)C1C(C(CCC1)C1=CC=C(C=C1)OC)(C1=C(C=CC=C1C1=C(C=CC=C1OC)OC)C1=C(C=CC=C1OC)OC)P(=O)=O 2,6-bis(4-methoxyphenyl)-1-[2,6-bis(2,6-dimethoxyphenyl)phenyl]-phosphocyclohexane